4-((4-methoxybenzyl)amino)-7-methylimidazo[1,5-a]quinoxalin-8-carboxylic acid COC1=CC=C(CNC=2C=3N(C4=CC(=C(C=C4N2)C)C(=O)O)C=NC3)C=C1